[Ni].C(C1=CC=CO1)SC=1C(=C(C=CC1P(O)(O)O)C)SCC1=CC=CO1 (bis(furfurylsulfanyl)-(p-tolyl) phosphite) nickel (0)